FC=1C=2OCC(N3C=CC(C(=CC1F)C32)=O)C 6,7-difluoro-2-methyl-4-oxa-1-azatricyclo[7.3.1.05,13]tridecane-5(13),6,8,11-tetraen-10-one